ClC=1C=C(NC(C=2C(O)=C(C=C(C2)Cl)C2=CC=CC=C2)=O)C=CC1C1=CC=CC=C1 3',5-Dichloro-4'-phenyl-3-phenyl-salicylanilide